CN1C(N(C2=CC(=CC=C2[C@@H]1C)C(NCC1=C(C=C(C=C1F)F)F)=O)CC1=C(C=C(OCCCC(=O)O)C=C1F)F)=O (S)-4-(4-((3,4-dimethyl-2-oxo-7-((2,4,6-trifluorobenzyl)carbamoyl)-3,4-dihydroquinazolin-1(2H)-yl)methyl)-3,5-difluorophenoxy)butanoic acid